4-chloro-7-methoxyquinoline ClC1=CC=NC2=CC(=CC=C12)OC